C(C)(=O)NCC=1C(=C2C(=NC=NN2C1CN1CCN(CC1)C(=O)OC(C)(C)C)N)C=1SC2=C(C1)C=C(C=C2OC)C tert-Butyl 4-{[6-(acetamidomethyl)-4-amino-5-(7-methoxy-5-methyl-1-benzothiophen-2-yl)pyrrolo[2,1-f][1,2,4]triazin-7-yl]methyl}piperazine-1-carboxylate